FC(C1=C(C=CC=C1)B(O)O)(F)F 2-(Trifluoromethyl)phenylboronic acid